FC1=C(C#N)C=C(C(=C1)N(C)CCOCCF)C 2-fluoro-4-((2-(2-fluoroethoxy)ethyl)(methyl)amino)-5-methylbenzonitrile